ClC1=C2C(=NC=C1OC=1C=NN3C1C(=NC=C3)NC)N=C(N2C)NC2=CC(=C(CN3CC(C3)C#N)C=C2)C(F)(F)F 1-(4-((7-chloro-1-methyl-6-((4-(methylamino)pyrazolo[1,5-a]pyrazin-3-yl)oxy)-1H-imidazo[4,5-b]pyridin-2-yl)amino)-2-(trifluoromethyl)benzyl)azetidine-3-carbonitrile